C(C)(C)(C)OC(=O)N1CCC2(CC1)CC=C(CC2)B2OC(C(O2)(C)C)(C)C.COC2=CC=C1C=CC=C(C1=C2)CC(C)CC(=O)N (1-(7-methoxynaphthalen-1-yl)propan-2-yl)acetamide tert-butyl-9-(4,4,5,5-tetramethyl-1,3,2-dioxa-borolan-2-yl)-3-azaspiro[5.5]undec-8-ene-3-carboxylate